5,5-diphenylhydantoin-3-valerate C1(=CC=CC=C1)C1(C(N(C(N1)=O)CCCCC(=O)[O-])=O)C1=CC=CC=C1